O=C1O[C@]2(CN1CC1=CSC3=NC=CC=C31)C[C@H](CCC2)CN2C=NC3=C2C=C(C=C3)C#N 1-{[(5S,7S)-2-oxo-3-(thieno[2,3-b]pyridin-3-ylmethyl)-1-oxa-3-azaspiro[4.5]dec-7-yl]methyl}-1H-benzimidazole-6-carbonitrile